1-Ethyl-N-(2-(pyrrolidin-1-yl)ethyl)-2-(2,2,2-trifluoro-1-hydroxy-1-phenylethyl)-1H-benzo[d]imidazole-6-carboxamide C(C)N1C(=NC2=C1C=C(C=C2)C(=O)NCCN2CCCC2)C(C(F)(F)F)(C2=CC=CC=C2)O